CC(C(=O)C([C@@H]1[C@H]([C@H]([C@@H](O1)N1C(=O)NC(=O)C=C1)O)O)O)C 5'-(2-methylpropionyl)uridine